CC(CC(=O)C1=C(C=CC(=C1)F)C#CC1=CC=CC=C1)=C 3-methyl-1-(5-fluoro-2-(phenylethynyl)phenyl)but-3-en-1-one